C(C(=C)C)(=O)OCCC[Si](OC)(C)C {3-(methacryloyloxy)propyl}dimethylmethoxysilane